ClC(C(F)F)(F)Cl 2,2-dichloro-1,1,2-trifluoroethane